2-Methyl-2-propanyl 4-(2-chloro-8-oxo-7,8-dihydro-9H-purin-9-yl)-1-piperidinecarboxylate ClC1=NC=C2NC(N(C2=N1)C1CCN(CC1)C(=O)OC(C)(C)C)=O